CC(C)(C)OC(=O)N1C2CNCC1CC2 3,8-diazabicyclo[3.2.1]octane-8-Formic acid-2-methylpropan-2-yl ester